1,4-diazabicyclo[2.2.2]octane-1,4-diium-1,4-disulfinic acid [N+]12(CC[N+](CC1)(CC2)S(=O)O)S(=O)O